Nitroisophthalat [N+](=O)([O-])C1=C(C(=O)[O-])C=CC=C1C(=O)[O-]